(5'S,7a'R)-5'-(3,5-difluoro-phenyl)-1-(furan-2-carbonyl)tetrahydro-3'H-spiro[piperidine-4,2'-pyrrolo-[2,1-b]oxazol]-3'-one FC=1C=C(C=C(C1)F)[C@@H]1CC[C@H]2OC3(C(N21)=O)CCN(CC3)C(=O)C=3OC=CC3